C(#N)C=1SC2=C(N1)C=CC=C2 2-cyanobenzo[d]thiazol